C(C)(C)(C)OC(=O)N1CC(CC1)C1=CC=C2C3=C(N(C2=C1)C(=O)OC(C)(C)C)N=CN=C3Cl tert-butyl 7-(1-(tert-butoxycarbonyl)pyrrolidin-3-yl)-4-chloro-9H-pyrimido[4,5-b]indole-9-carboxylate